1-benzyl-2-methyl-2-(2-(oxiran-2-yl)ethyl)pyrrolidine C(C1=CC=CC=C1)N1C(CCC1)(CCC1OC1)C